3-((5-(2-((6-methoxy-2-methylquinazolin-4-yl)thio)acetyl)thiophen-1-yl)methyl)-1,1-dimethylurea COC=1C=C2C(=NC(=NC2=CC1)C)SCC(=O)C1=CC=CS1CNC(N(C)C)=O